FC1(CCC(CC1)N(C(=O)[C@@H]1[C@@H]2C[C@@H]2CN1S(=O)(=O)C1=CC=C(C=C1)OC)CC1=CC2=C(CCO2)C=C1)F (1R,2S,5S)-3-(4-Methoxy-benzenesulfonyl)-3-azabicyclo[3.1.0]hexane-2-carboxylic acid (4,4-difluoro-cyclohexyl)-(2,3-dihydro-benzofuran-6-ylmethyl)-amide